CN[C@@H](CC(=O)O)C(=O)O methyl-L-aspartic acid